COC1=C(C(=CC(=C1)C)C)C=1C=CC2=C(N=C(NC2=O)[C@H]2CN(CCC2)C)N1 |r| 7-(2-methoxy-4,6-dimethyl-phenyl)-2-[rac-(3R)-1-methyl-3-piperidyl]-3H-pyrido[2,3-d]pyrimidin-4-one